octyl dihydronicotinate C(C1CN=CC=C1)(=O)OCCCCCCCC